(5-{4-[(3aR,6aR)-hexahydro-1H-pyrrolo[3,4-b]pyrrole-5-carbonyl]-4-phenylpiperidin-1-yl}pyridazin-3-yl)phenol N1[C@@H]2[C@H](CC1)CN(C2)C(=O)C2(CCN(CC2)C=2C=C(N=NC2)C2=C(C=CC=C2)O)C2=CC=CC=C2